ClC=1C=C2C(=CNC2=CC1)SC=1C=CC(=C(N)C1)C 5-((5-chloro-1H-indol-3-yl)thio)-2-methylaniline